C1=CC=C(C=C1)S(=O)(=O)[O-] The molecule is the simplest of the class of benzenesulfonates, in which the benzene nucleus carries no other substituents. It is a conjugate base of a benzenesulfonic acid.